Tert-butyl-3-[1-(2,6-dioxo-3-piperidyl)-3-methyl-2-oxo-benzimidazol-5-yl]azetidine-1-carboxylate C(C)(C)(C)OC(=O)N1CC(C1)C1=CC2=C(N(C(N2C)=O)C2C(NC(CC2)=O)=O)C=C1